ClC1=C(C=CC=C1)N1C=2N(C3=C(C1=O)C=NC(=N3)NC3=CC=C(C=C3)N3C[C@H]1N(CC3)CCC1)C=CN2 6-(2-chlorophenyl)-2-({4-[(8aS)-hexahydropyrrolo[1,2-a]pyrazin-2(1H)-yl]phenyl}amino)imidazo[1,2-a]pyrimido[5,4-e]pyrimidin-5(6H)-one